C(#N)C1=CC(=C(C=C1)C1(OC2=C(O1)C=CC=C2C2CCN(CC2)CC2=NC1=C(N2C[C@H]2OCC2)C=C(C=C1)C(=O)O)C)F 2-({4-[2-(4-cyano-2-fluorophenyl)-2-methyl-1,3-benzodioxol-4-yl]piperidin-1-yl}methyl)-1-[(2S)-oxetan-2-ylmethyl]-1H-benzimidazole-6-carboxylic acid